4,4',4'',4'''-(ethane-1,1,2,2-tetrayl)tetraphenol C(C(C1=CC=C(C=C1)O)C1=CC=C(C=C1)O)(C1=CC=C(C=C1)O)C1=CC=C(C=C1)O